1-(4-(1-(4-(trifluoromethyl)phenyl)-1H-indazol-3-carbonyl)piperazin-1-yl)prop-2-en-1-one FC(C1=CC=C(C=C1)N1N=C(C2=CC=CC=C12)C(=O)N1CCN(CC1)C(C=C)=O)(F)F